C(CCCCCCCCCCC)(=O)C(C(=O)[O-])(CN)C.[Na+] sodium lauroylmethyl-β-aminopropionate